O1C(=CC=C1)CN1C(=NC2=NC=C(C=C21)C=2C=CN1N=CN=C(C12)OC)C 1-(2-furylmethyl)-6-(4-methoxypyrrolo[2,1-f][1,2,4]triazin-5-yl)-2-methyl-1H-imidazo[4,5-b]pyridine